tert-butyl 6-(6-(5-((2,4-difluorophenyl) sulfonylamino)-6-methoxypyridin-3-yl) quinazolin-4-yl)-2,6-diazaspiro[3.4]octane-2-carboxylate FC1=C(C=CC(=C1)F)S(=O)(=O)NC=1C=C(C=NC1OC)C=1C=C2C(=NC=NC2=CC1)N1CC2(CN(C2)C(=O)OC(C)(C)C)CC1